ClN1C(N(C(N(C1=O)Cl)=O)Cl)=O 1,3,5-trichloro-1,3,5-triazacyclohexane-2,4,6-Trione